4-((2R,4s,6S)-2-cyano-7-((5-methoxy-7-methyl-1H-indol-4-yl)methyl)-7-azaspiro[3.5]nonan-6-yl)-N-((6-oxo-1,6-dihydropyridin-3-yl)methyl)benzamide C(#N)C1CC2(C1)C[C@H](N(CC2)CC2=C1C=CNC1=C(C=C2OC)C)C2=CC=C(C(=O)NCC1=CNC(C=C1)=O)C=C2